phenyl-arsenious acid C1=CC=C(C=C1)[As](O)(O)O